CN1C(N(C2=NC(=NC=C12)NC=1C=NC(=CC1C)C=1SC=CC1)C1CCOCC1)=O 7-methyl-2-((4-methyl-6-(thiophen-2-yl)pyridin-3-yl)amino)-9-(tetrahydro-2H-pyran-4-yl)-7,9-dihydro-8H-purin-8-one